Cl.ClC=1C=C(C=NC1)C1=CC(=CC=2N(C=NC21)C/C(=C/CN)/F)C(F)(F)F (Z)-4-(4-(5-chloropyridin-3-yl)-6-(trifluoromethyl)-1H-benzo[d]imidazol-1-yl)-3-fluoro-but-2-en-1-amine hydrochloride